C(=C)C=1C(=NC=CC1)COC1=NN=C(S1)NC(=O)C=1C=NC(=CC1C1=C(C=CC=C1)OC)C N-(5-((3-ethenylpyridin-2-yl)methoxy)-1,3,4-thiadiazol-2-yl)-4-(2-methoxyphenyl)-6-methylpyridine-3-carboxamide